1-(2-(2-propanyl)phenyl)pyrido[2,3-d]pyrimidin-2(1H)-one CC(C)C1=C(C=CC=C1)N1C(N=CC2=C1N=CC=C2)=O